C(C)(C)(C)OC(=O)C=1C=CC2=C(N(C(=N2)CN2CC3=CC(=CC=C3CC2)OCC2=CC(=CC=C2)OC)C[C@H]2OCC2)C1 (S)-2-((7-((3-methoxybenzyl)oxy)-3,4-dihydroisoquinolin-2(1H)-yl)methyl)-1-((oxetan-2-yl)methyl)-1H-benzo[d]imidazole-6-carboxylic acid tert-butyl ester